NC(C(=O)NC1=CC(=NN1)C1=C(C(=CC=C1)Cl)F)CC1=NC=CC=C1 2-amino-N-[3-(3-chloro-2-fluorophenyl)-1H-pyrazol-5-yl]-3-(2-pyridinyl)propanamide